CN(CCC1OCOCC1)C 4-(2-dimethylaminoethyl)-[1,3]-dioxan